C(C)(C)(C)OC(=O)N1CC(CC1)C1=CC(=NC=C1)CO.OC1=C(C=C(CC2=C(C=C(OCC(=O)NN)C=C2C)C)C=C1)C(C)C 2-(4-(4-hydroxy-3-isopropylbenzyl)-3,5-dimethylphenoxy)acethydrazide tert-Butyl-3-(2-(hydroxymethyl)pyridin-4-yl)pyrrolidine-1-carboxylate